Cl.OC=1C=CC(=C2C=CC(NC12)=O)C(CO)NCC(C1=CC=CC=C1)C1=CC=CC=C1 8-hydroxy-5-[2-hydroxy-1-(2,2-diphenylethylamino)ethyl]-(1H)-quinolin-2-one hydrochloride